(3-((1S,4S)-4-(Acetamidomethyl)cyclohexyl)-1,2,3-oxadiazol-3-ium-5-yl)((3-(2-phenylacetamido)-5-(trifluoromethyl)phenyl)carbamoyl)amide C(C)(=O)NCC1CCC(CC1)[N+]1=NOC(=C1)[N-]C(NC1=CC(=CC(=C1)C(F)(F)F)NC(CC1=CC=CC=C1)=O)=O